C(C)(C)N1C=C(C(C2=CC=C(C=C12)B1OC(C(O1)(C)C)(C)C)=O)C 1-isopropyl-3-methyl-7-(4,4,5,5-tetramethyl-1,3,2-dioxaborolan-2-yl)quinolin-4(1H)-one